1,2-naphthalenedicarboxylic acid, diglycidyl ester C=1(C(=CC=C2C=CC=CC12)C(=O)OCC1CO1)C(=O)OCC1CO1